FC(C)(F)C1(CCC1)C(=O)N1C[C@H]2OC3=C([C@@H]1C2)C=NC=C3C#N (2S,5S)-4-[1-(1,1-difluoroethyl)cyclobutane-1-carbonyl]-2,3,4,5-tetrahydro-2,5-methanopyrido[3,4-f][1,4]oxazepine-9-carbonitrile